5-(((3-(3-bromo-2-chlorostyryl)-4-(trifluoromethyl)benzyl)amino)methyl)pyrrolidin-2-one beta-methyl-beta-hydroxybutyrate CC(CC(=O)O)(C)O.BrC=1C(=C(C=CC=2C=C(CNCC3CCC(N3)=O)C=CC2C(F)(F)F)C=CC1)Cl